(R)-4-(2-fluoro-5-nitrophenyl)-2-methylmorpholine FC1=C(C=C(C=C1)[N+](=O)[O-])N1C[C@H](OCC1)C